C(C)(C)N1S(C2=C(C1)C=C(C(=C2)N2CCOCC2)NC(=O)C=2C=NN1C2N=CC=C1)(=O)=O N-(2-Isopropyl-6-morpholino-1,1-dioxo-3H-1,2-benzothiazol-5-yl)pyrazolo[1,5-a]pyrimidine-3-carboxamide